ClC=1C=NC(=C(C(=O)NC2CCC(CC2)CN2C(N(C3=C2C=CC=C3)C3=NC=C(C=C3)N3C(CCC3)=O)=O)C1)C 5-chloro-2-methyl-N-((1r,4r)-4-((2-oxo-3-(5-(2-oxo-pyrrolidin-1-yl)pyridin-2-yl)-2,3-dihydro-1H-benzo[d]imidazol-1-yl)methyl)cyclohexyl)nicotinamide